(2,6-Dichloropyridin-4-yl)methyl (S)-2-amino-2-(tetrahydro-2H-pyran-4-yl)acetate hydrochloride Cl.N[C@H](C(=O)OCC1=CC(=NC(=C1)Cl)Cl)C1CCOCC1